C(CC[C@@](CC(=O)[O-])(C(=O)[O-])O)CC(=O)[O-] The molecule is a tricarboxylic acid trianion obtained by deprotonation of the three carboxy groups of (2R)-trihomocitric acid; major species at pH 7.3. It is a conjugate base of a (2R)-trihomocitric acid.